FC1=C(CC2=C3N(C=C(N2)C2=CC=CC=C2)C(C(=N3)CC=3OC=CC3)=O)C=CC=C1F 8-(2,3-Difluorobenzyl)-2-(Furan-2-ylmethyl)-6-phenylimidazo[1,2-a]pyrazin-3(7H)-on